C1(=CC=CC=C1)CCCC(=O)[O-].[Na+].C1(=CC=CC=C1)CCCC(=O)O 4-phenylbutyric acid sodium salt (4-Phenylbutyrate)